ClC1=CC(=C2C(=N1)C(=NN2C2OCCCC2)C2CCC2)CN2CCCC2 5-chloro-3-cyclobutyl-7-(pyrrolidin-1-ylmethyl)-1-(tetrahydro-2H-pyran-2-yl)-1H-pyrazolo[4,3-b]pyridine